4-(aminoethyl)pyridin-2(1H)-one 2HCl Cl.Cl.NCCC1=CC(NC=C1)=O